rac-(3RS,5RS)-5-(2-aminopyrimidin-5-yl)tetrahydrofuran-3-yl ((S)-4,4,4-trifluorobutan-2-yl)carbamate FC(C[C@H](C)NC(O[C@H]1CO[C@H](C1)C=1C=NC(=NC1)N)=O)(F)F |&1:8,11|